C(#N)CCC(C)(C)P(O)(O)(O)C(C)C.ClC1=CC=C(OC2=CC(=C(C=C2)C(C)=O)C(F)(F)F)C=C1 [4-(4-chlorophenoxy)-2-trifluoromethylphenyl]ethanone cyanoethyldiisopropyl-phosphite